ethyl-tris(trimethylsiloxy)silane C(C)[Si](O[Si](C)(C)C)(O[Si](C)(C)C)O[Si](C)(C)C